3-(1-((2-(trimethylsilyl)ethoxy)methyl)-1H-tetrazol-5-yl)propanoic acid ethyl ester C(C)OC(CCC1=NN=NN1COCC[Si](C)(C)C)=O